CC1=C(C=C(C=C1)C)O 2,5-dimethyl-phenol